ClC1=NC=C(C(=C1)C1=C(C=NC(=C1)C)C(=O)NC=1SC(=NN1)C1(CC1)F)OC 2'-chloro-N-(5-(1-fluorocyclopropyl)-1,3,4-thiadiazol-2-yl)-5'-methoxy-6-methyl-(4,4'-bipyridine)-3-carboxamide